Tridecyl-3-(3,5-di-tert-butyl-4-hydroxyphenyl)propanoat C(CCCCCCCCCCCC)OC(CCC1=CC(=C(C(=C1)C(C)(C)C)O)C(C)(C)C)=O